tert-butyl 4-((trans)-4-(((4-sulfamoyl-2-((trifluoromethyl)sulfonyl)phenyl)amino)methyl)cyclohexyl)piperazine-1-carboxylate S(N)(=O)(=O)C1=CC(=C(C=C1)NC[C@@H]1CC[C@H](CC1)N1CCN(CC1)C(=O)OC(C)(C)C)S(=O)(=O)C(F)(F)F